2,4-dimethyl-3-chloromethyl-6-tertiary butyl-phenol CC1=C(C(=CC(=C1CCl)C)C(C)(C)C)O